[(3S,5aR,6R,7R,8aS)-6-[(1E)-3-oxo-4-phenoxy-1-buten-1-yl]-7-(tetrahydro-2H-pyran-2-yloxy)octahydro-2H-cyclopenta[b]oxepin-3-yl]methyl acetate C(C)(=O)OC[C@H]1CC[C@H]2[C@@H](OC1)C[C@H]([C@@H]2\C=C\C(COC2=CC=CC=C2)=O)OC2OCCCC2